FC=1C=CC=C2C(=C(N(C12)CC(C(=O)N)(C)C)C1=CC=CC=C1)C(CCC1=CC=CC=C1)=O 3-(7-Fluoro-2-phenyl-3-(3-phenylpropanoyl)-1H-indol-1-yl)-2,2-dimethylpropanamide